2-(4-(trifluoromethyl)phenyl)quinazoline FC(C1=CC=C(C=C1)C1=NC2=CC=CC=C2C=N1)(F)F